C(C)(=O)N1[C@H](OC2([C@@H]1C)CCN(CC2)C(=O)N([C@@H](C(C)C)C(=O)OC)C)C |&1:4| racemic-methyl N-((4S)-3-acetyl-2,4-dimethyl-1-oxa-3,8-diazaspiro[4.5]decane-8-carbonyl)-N-methyl-L-valinate